C(CCC)OC(C=CC=CC1=CC=CC=C1)=O 5-phenyl-2,4-pentadienoic acid n-butyl ester